C(CCC)C1=CC=C(C=C1)C1=CC=C2C=CC=NC2=C1 7-(4-n-butyl-phenyl)quinoline